CC1=C(OCC(=O)[O-])C=CC(=C1)CN1N=CN(C1=O)C1=CC=C(C=C1)C(F)(F)F 2-methyl-4-((5-oxo-4-(4-(trifluoromethyl) phenyl)-4,5-dihydro-1H-1,2,4-triazol-1-yl)methyl)phenoxyacetate